tert-butyl 2-(6-((2-((tert-butoxycarbonyl)amino)-2-methylpropyl)carbamoyl)pyrazin-2-yl)-5-(trifluoromethoxy)-1H-indole-1-carboxylate C(C)(C)(C)OC(=O)NC(CNC(=O)C1=CN=CC(=N1)C=1N(C2=CC=C(C=C2C1)OC(F)(F)F)C(=O)OC(C)(C)C)(C)C